2-(4,4-dimethylpiperidin-1-yl)-3,6-dimethyl-4-oxo-4H-chromen CC1(CCN(CC1)C=1OC2=CC=C(C=C2C(C1C)=O)C)C